2,4,4-trimethyl-3-formyl-1,5-hexadiene CC(=C)C(C(C=C)(C)C)C=O